FC(C=1C=C(C=CC1)C=1C(=CC=C(C1)C(C)(CC(C)(C)C)C)O)(F)F 3'-trifluoromethyl-5-(2,4,4-trimethylpentan-2-yl)biphenyl-2-ol